(S)-N4-(1-(1-(2-(bicyclo[1.1.1]pentan-1-ylamino)-2-oxoethyl)-2-oxo-1,2-dihydropyridin-3-ylamino)-6-(ethylamino)-1,5,6-trioxohexan-2-yl)-1H-pyrrole-2,4-dicarboxamide C12(CC(C1)C2)NC(CN2C(C(=CC=C2)NC([C@H](CCC(C(=O)NCC)=O)NC(=O)C=2C=C(NC2)C(=O)N)=O)=O)=O